2,2'-({2-[(6-aminohexyl)amino]-2-oxoethyl}azanediyl)bis(N-{2-[(α-L-fucopyranosyl)oxy]ethyl}acetamide) NCCCCCCNC(CN(CC(=O)NCCO[C@H]1[C@@H](O)[C@H](O)[C@H](O)[C@@H](O1)C)CC(=O)NCCO[C@H]1[C@@H](O)[C@H](O)[C@H](O)[C@@H](O1)C)=O